Br(=O)(=O)[O-].C(CCCCCCC)[N+](C)(C)C n-octyltrimethylammonium bromate